tert-Butyl 2-((diphenylmethylene)amino)-2-(3-oxocycloheptyl)acetate C1(=CC=CC=C1)C(C1=CC=CC=C1)=NC(C(=O)OC(C)(C)C)C1CC(CCCC1)=O